3-(2-Amino-4-fluoro-benzooxazol-5-yl)-1-(1-methyl-cyclobutylmethyl)-1H-pyrazolo[3,4-d]pyrimidine-4,6-diamine NC=1OC2=C(N1)C(=C(C=C2)C2=NN(C1=NC(=NC(=C12)N)N)CC1(CCC1)C)F